FC(C)(F)C1=NC=CC(=N1)NC1=CC(=NC=C1C1=NC=NC(=C1)OC)NC(C)=O N-(4-((2-(1,1-difluoroethyl)pyrimidin-4-yl)amino)-5-(6-methoxypyrimidin-4-yl)pyridin-2-yl)acetamide